C[C@@H]1[C@H](C1)N1C(C(=CC=C1)NC(=O)C1=CC=CC=N1)=O N-(1-((1s,2s)-2-methylcyclopropyl)-2-oxo-1,2-dihydropyridin-3-yl)pyridine-6-carboxamide